(R)-3-aminopyrrolidine-1-carboxylic acid tertButyl ester C(C)(C)(C)OC(=O)N1C[C@@H](CC1)N